3-(5-(3-cyano-6-(2-hydroxy-2-methylpropyloxy)pyrazolo[1,5-a]pyridin-4-yl)pyrimidin-2-yl)-3,6-diazabicyclo[3.1.1]heptane-6-carboxylic acid tert-butyl ester C(C)(C)(C)OC(=O)N1C2CN(CC1C2)C2=NC=C(C=N2)C=2C=1N(C=C(C2)OCC(C)(C)O)N=CC1C#N